2-(6-chloro-3-pyridyl)-1H-imidazole-4-carbonitrile ClC1=CC=C(C=N1)C=1NC=C(N1)C#N